3-(2-(4-(2-methyl-1H-benzo[d]imidazol-7-yl)piperazin-1-yl)ethyl)-2-oxa-8-azaspiro[4.5]decan-1-one CC1=NC2=C(N1)C(=CC=C2)N2CCN(CC2)CCC2OC(C1(C2)CCNCC1)=O